BrC1=CC=C(COC2=C3C(C=C(OC3=CC=C2)C(=O)NN[C@@H]([C@H](C)CC)C(=O)N[C@@H](C(C)C)C(=O)OC)=O)C=C1 methyl (5-((4-bromobenzyl) oxy)-4-oxo-4H-chromene-2-carbonylamino)-L-alloisoleucyl-L-valinate